NC1=CC=CC(=N1)S(=O)(=O)NC(=O)C=1C(=NC(=CC1)C1CCC(CC1)CC)OC1=C(C=C(C=C1C)C)C N-[(6-Amino-2-pyridyl)sulfonyl]-6-(4-ethylcyclohexyl)-2-(2,4,6-trimethylphenoxy)pyridin-3-carboxamid